C(C1=CC=CC=C1)O[C@@](C(=O)NNC(OCC1=CC=CC=C1)=O)(CC=C)C(F)(F)F benzyl N-[[(2R)-2-benzyloxy-2-(trifluoromethyl)pent-4-enoyl]amino]carbamate